2,3-dideutero-2-phenyl-2,3-dihydro-1H-indole [2H]C1(NC2=CC=CC=C2C1[2H])C1=CC=CC=C1